ClC=1C(=NC=C(C1)C(F)(F)F)C1=NC(=NO1)CNC(=O)C=1C(=NC=CC1)Cl N-((5-(3-chloro-5-(trifluoromethyl)pyridin-2-yl)-1,2,4-oxadiazol-3-yl)methyl)-2-chloropyridin-3-carboxamide